3-(5-ethoxy-4-ethyl-2-methoxyphenyl)pyridine C(C)OC=1C(=CC(=C(C1)C=1C=NC=CC1)OC)CC